(pyridin-3-yl)-1-[5-(pyridine-2-sulfonyl)-1H,2H,3H,4H,5H,6H-pyrrolo[3,4-c]pyrrol-2-yl]ethan-1-one N1=CC(=CC=C1)CC(=O)N1CC=2CN(CC2C1)S(=O)(=O)C1=NC=CC=C1